ClC1=NN2C(N=CC3=C2C(CC3C(=O)NC=3NC(C(=C(C3)C(F)F)C3=NNC=C3)=O)(C)C)=C1 2-chloro-N-(4-(difluoromethyl)-6-oxo-5-(1H-pyrazol-3-yl)-1,6-dihydropyridin-2-yl)-8,8-dimethyl-7,8-dihydro-6H-cyclopenta[e]pyrazolo[1,5-a]-pyrimidine-6-carboxamide